7-(methylsulfonyl)-1H-indazol CS(=O)(=O)C=1C=CC=C2C=NNC12